N1(CCNCC1)C1=C(C(=O)N)C=CC=N1 2-(1-piperazinyl)nicotinamide